mercuric sulfide [Hg]=S